ClC=1C=C(C(=NC1)N1CC(N(C2(COC2)C1=O)CC1=CC=C(C=C1)Cl)=O)F 8-(5-chloro-3-fluoropyridin-2-yl)-5-(4-chlorobenzyl)-2-oxa-5,8-diazaspiro[3.5]nonane-6,9-dione